2-(3-((2R,6S)-2,6-dimethylmorpholine-4-carbonyl)-5,6,7,8-tetrahydrocyclohepta[c]pyrazol-1(4H)-yl)-1-(4-(2,3-dimethylphenyl)piperazin-1-yl)ethanone C[C@@H]1CN(C[C@@H](O1)C)C(=O)C=1C2=C(N(N1)CC(=O)N1CCN(CC1)C1=C(C(=CC=C1)C)C)CCCCC2